(S)-1-(4-fluorophenyl)-3,4-dihydroisoquinoline-2(1H)-carbonyl chloride FC1=CC=C(C=C1)[C@@H]1N(CCC2=CC=CC=C12)C(=O)Cl